benzyl (4-(7-(2-(2,6-dioxopiperidin-3-yl)-1,3-dioxoisoindolin-4-yl)-2,7-diazaspiro[3.5]nonan-2-yl)piperidin-1-yl)carbamate O=C1NC(CCC1N1C(C2=CC=CC(=C2C1=O)N1CCC2(CN(C2)C2CCN(CC2)NC(OCC2=CC=CC=C2)=O)CC1)=O)=O